2-[3-(ethylsulfonyl)-6-(methylsulfanyl)pyridin-2-yl]-3-methyl-6-(trifluoromethyl)-3H-imidazo[4,5-c]pyridine C(C)S(=O)(=O)C=1C(=NC(=CC1)SC)C1=NC2=C(C=NC(=C2)C(F)(F)F)N1C